C1(CC1)C1=NN(C=C1C1=NC2=CC=CC(=C2N=C1)N1CC(C1)O)[C@@H]1C[C@H](C1)CNC=1C=C2C(N(C(C2=CC1)=O)C1C(NC(CC1)=O)=O)=O 5-(((trans-3-(3-cyclopropyl-4-(5-(3-hydroxyazetidin-1-yl)quinoxalin-2-yl)-1H-pyrazol-1-yl)cyclobutyl)methyl)amino)-2-(2,6-dioxopiperidin-3-yl)isoindoline-1,3-dione